3-diethylphosphinothiotetrahydrothiophene-1,1-dioxide C(C)P(SC1CS(CC1)(=O)=O)CC